N1N=C(C=C1)NC1=NC(=C2C=CC=NC2=C1)NC1CC2CCC(C1)N2CCC#N 3-((3-exo)-3-((7-((1H-pyrazol-3-yl)amino)-1,6-naphthyridin-5-yl)amino)-8-azabicyclo[3.2.1]oct-8-yl)propionitrile